pyrazolo[5,1-c][1,2,4]triazine N1=NC=CN2C1=CC=N2